C(CCCCCCCCCCCCCCCCC)(=O)N[C@@H](CC(=O)O)C(=O)O N-stearoylaspartic acid